tert-butyl-bicarbonate C(C)(C)(C)OC(O)=O